1-((2R,3R,4R,5R)-4-((tert-butyldimethylsilyl)oxy)-5-(hydroxymethyl)-3-methoxy-tetrahydrofuran-2-yl)pyrimidine-2,4(1H,3H)-dione [Si](C)(C)(C(C)(C)C)O[C@H]1[C@H]([C@@H](O[C@@H]1CO)N1C(NC(C=C1)=O)=O)OC